3-cyclopropoxy-1-(1-methoxypropan-2-yl)-4-nitro-1H-pyrazole C1(CC1)OC1=NN(C=C1[N+](=O)[O-])C(COC)C